CP(C1=CN=C2C(=N1)N(N=N2)CC=2C=C1C=CC=NC1=CC2)(C)=O Dimethyl-(1-(quinolin-6-ylmethyl)-1H-[1,2,3]triazolo[4,5-b]pyrazin-6-yl)phosphine oxide